BrC1=C(C=2C(C3=C(C=C(C=C3C(C2C=C1O)=O)C)O)=O)O 2-bromo-1,3,8-trihydroxy-6-methyl-9,10-dihydroanthracene-9,10-dione